Dimethylsilyl-(3-(2-pentyl)-1,5,6,7-tetrahydro-s-indacenyl)indenylzirconium dichloride [Cl-].[Cl-].C[SiH](C)[Zr+2](C1C=CC2=CC=CC=C12)C1C=C(C2=CC=3CCCC3C=C12)C(C)CCC